4-amino-1-[(2R,3S,4R,5R)-4-[(tert-butyldimethylsilyl)oxy]-5-{[(tert-butyldimethylsilyl)oxy]methyl}-5-ethynyl-3-fluorooxolan-2-yl]-5-fluoropyrimidin-2-one NC1=NC(N(C=C1F)[C@@H]1O[C@]([C@H]([C@@H]1F)O[Si](C)(C)C(C)(C)C)(C#C)CO[Si](C)(C)C(C)(C)C)=O